FC1=CC=C(C(=O)OC(C2=CC=C(C=C2)F)=O)C=C1 (4-fluorobenzoyl)4-fluorobenzoate